N-[1-(4-formylphenyl)-3-methyl-pyrazol-4-yl]-4-(trifluoromethoxy)benzamide C(=O)C1=CC=C(C=C1)N1N=C(C(=C1)NC(C1=CC=C(C=C1)OC(F)(F)F)=O)C